C(#N)[C@@H](C[C@@H]1C(NCCC1)=O)NC(=O)[C@@H]1N(C[C@H]2[C@@H]1CC(C2)(F)F)C(=O)C=2NC1=C(C(=CC(=C1C2)F)C)F (1R,3aR,6aS)-N-((R)-1-cyano-2-((R)-2-oxopiperidin-3-yl)ethyl)-2-(4,7-difluoro-6-methyl-1H-indole-2-carbonyl)-5,5-difluorooctahydrocyclopenta[c]pyrrole-1-carboxamide